FC=1C=C(C=CC1F)C1(OC(C(C1)C)(C(F)(F)F)C)C(=O)N 3,4-difluoro-phenyl-4,5-dimethyl-5-(trifluoromethyl)tetrahydrofuran-2-carboxamide